O1COC2=C1C=CC(=C2)N(C(C2=CC(=CC=C2)N2N=C(C(=C2OC(C)C)Cl)C(F)(F)F)=O)C N-(1,3-benzodioxol-5-yl)-3-[4-chloro-5-isopropoxy-3-(trifluoromethyl)pyrazol-1-yl]-N-methyl-benzamide